ClC=1C(=NC(=NC1)N[C@H]1[C@@H](COCC1)O)C=1C=C2C(=CN(C(C2=C(C1)F)=O)C)C(C)C 6-(5-chloro-2-(((3S,4R)-3-hydroxytetrahydro-2H-pyran-4-yl)amino)pyrimidin-4-yl)-8-fluoro-4-isopropyl-2-methylisoquinolin-1(2H)-one